5-bromo-N-(tert-butyl)-1-methyl-1H-indazole-4-carboxamide BrC1=C(C=2C=NN(C2C=C1)C)C(=O)NC(C)(C)C